ClC1=C(C(=CC=C1)OC)C1(CC1)C(=O)NC(C(=O)O)CCN(CCCCC1=NC=2NCCCC2C=C1)CC(C)OC 2-[[1-(2-chloro-6-methoxy-phenyl)cyclopropanecarbonyl]amino]-4-[[2-methoxypropyl]-[4-(5,6,7,8-tetrahydro-1,8-naphthyridin-2-yl)butyl]amino]butanoic acid